C(C)(C)C=1C=C(C=CC1)C(=NNC([C@H](C)N1C(OC2=C(C1=O)N=CC=C2OC)=O)=O)C2=CC(=CC=C2)C(C)C (S)-N'-(bis(3-isopropylphenyl)methylene)-2-(8-methoxy-2,4-dioxo-2H-pyrido[2,3-e][1,3]oxazin-3(4H)-yl)propanehydrazide